COC=1C(=CC2=C(N(C=N2)COCC[Si](C)(C)C)C1)NC=1N=NC(=CC1)C 6-methoxy-N-(6-methylpyridazin-3-yl)-1-(2-trimethylsilylethoxymethyl)benzimidazol-5-amine